BrC1=C(C=C2N=CC=3N(C(N4CC(OC1=C2C34)C3=NC=CC=C3)=O)C)OC 7-bromo-6-methoxy-2-methyl-9-(pyridin-2-yl)-9,10-dihydro-8-oxa-2,4,10a-triazanaphtho[2,1,8-cde]Azulene-1(2H)-one